C(C=C)(=O)OCCCC z-butyl acrylate